tert-butyl N-{1-[4-(4-{[(1R)-1-(2,4-dichlorophenyl)ethyl]amino}pteridin-2-yl)piperazin-1-yl]-2-methyl-1-oxopropan-2-yl}carbamate ClC1=C(C=CC(=C1)Cl)[C@@H](C)NC1=NC(=NC2=NC=CN=C12)N1CCN(CC1)C(C(C)(C)NC(OC(C)(C)C)=O)=O